N-methyl-N-(2-cyano-5-bromophenyl)-methacrylamide CN(C(C(=C)C)=O)C1=C(C=CC(=C1)Br)C#N